(2S,3S,4R,5R)-3,4-dihydroxyl-N-iso-propyl-5-(6-(((4-methylpyridin-2-yl)-methyl)amino)-2-(5-methylpyridin-3-yl)-9H-purin-9-yl)tetrahydrothiophen-2-formamide O[C@@H]1[C@H](S[C@H]([C@@H]1O)N1C2=NC(=NC(=C2N=C1)NCC1=NC=CC(=C1)C)C=1C=NC=C(C1)C)C(=O)NC(C)C